C(#N)C1=CC=2C3C(CN(C2C(=C1)C1=C2C(=NC=C1)C=C(S2)CO)[C@H]2C[C@@H](N(C2)C(=O)OC(C)(C)C)COC2OCCCC2)C3 tert-butyl (2R,4S)-4-[6-cyano-4-[2-(hydroxymethyl)thieno[3,2-b]pyridin-7-yl]-1,1a,2,7b-tetrahydrocyclopropa[c]quinolin-3-yl]-2-(tetrahydropyran-2-yloxymethyl)pyrrolidine-1-carboxylate